C(C)(C)(C)C1=CC=C(C=C1)C=1C=2N(C3=CC=C(C=C3N1)C(=O)O)C=CN2 4-(4-{tert-butyl}phenyl)imidazo[1,2-a]quinoxaline-7-carboxylic acid